COCCNC1=NC=C(C#N)C=C1 6-(2-methoxyethylamino)nicotinonitrile